5-Isopropyl-3-(2-trifluoromethylphenyl)isoxazol C(C)(C)C1=CC(=NO1)C1=C(C=CC=C1)C(F)(F)F